4H-pyrimido[1,2-b]pyridazin N=1C=CCN2N=CC=CC21